BrC1=C2C=CN(C2=CC=C1)[C@H]1CN(CC1)C(=O)OC(C)(C)C tert-Butyl (R)-3-(4-bromo-1H-indol-1-yl)pyrrolidine-1-carboxylate